2-Amino-4-(pentan-2-ylamino)pyridin NC1=NC=CC(=C1)NC(C)CCC